6-[5-fluoro-3-(oxan-4-yl)-4-oxoquinazolin-7-yl]-2-methylimidazo[1,2-a]pyridine-8-carbonitrile FC1=C2C(N(C=NC2=CC(=C1)C=1C=C(C=2N(C1)C=C(N2)C)C#N)C2CCOCC2)=O